C1(OCCC(CC=CC=CC(C=CC=CC=CC=CC=CC=C2C=CC=C(C(C(N3C1=CC=CC3)=O)=O)O2)=O)=O)=O 23,27-Epoxy-3H-pyrido[2,1-c][1,4]oxaazacyclohentriacontine-1,5,11,28,29(4H,6H,31H)-pentone